6-amino-4-chloro-7-(5-methyl-1-(tetrahydro-2H-pyran-2-yl)-1H-indazol-4-yl)-7H-pyrrolo[2,3-d]pyrimidine-5-carbonitrile NC1=C(C2=C(N=CN=C2Cl)N1C1=C2C=NN(C2=CC=C1C)C1OCCCC1)C#N